CN(C)CCOCCOCCOCCOCCO 2-methyl-5,8,11,14-tetraoxa-2-azahexadecan-16-ol